FC1=CC=C(CC=2NC(=NN2)C(=O)OCC)C=C1 Ethyl 5-(4-fluorobenzyl)-4H-1,2,4-triazol-3-carboxylate